2-(4-chloro-2,5-difluorophenyl)-2,8-diazaspiro[4.5]decane ClC1=CC(=C(C=C1F)N1CC2(CC1)CCNCC2)F